CC1=CC=C(C=C1)C(=O)C1=CC=C(C=C1)OCC#C (4-methylphenyl)(4-(prop-2-yn-1-yloxy)phenyl)methanone